ClC1=NC(=CC(=N1)C#N)NCC1=CC=C(C=C1)OC 2-chloro-6-((4-methoxybenzyl)amino)pyrimidine-4-carbonitrile